N-(6-(3,3,3-trifluoropropoxy)pyridin-2-yl)benzamide FC(CCOC1=CC=CC(=N1)NC(C1=CC=CC=C1)=O)(F)F